3-(4-(((1r,4r)-4-((cyclopropylmethyl)amino)cyclohexyl)(pentyl)amino)-1-oxoisoindolin-2-yl)piperidine-2,6-dione C1(CC1)CNC1CCC(CC1)N(C1=C2CN(C(C2=CC=C1)=O)C1C(NC(CC1)=O)=O)CCCCC